N-[4-(3-chlorophenoxy)-3-fluoro-5-sulfamoylphenyl]-2-(2-methylphenyl)acetamide ClC=1C=C(OC2=C(C=C(C=C2S(N)(=O)=O)NC(CC2=C(C=CC=C2)C)=O)F)C=CC1